NC=1C=C(C=C(C1N)F)C1=CC(=CC=C1F)CC1=NNC(C2=CC=CC=C12)=O 4-((3',4'-diamino-5',6-difluoro-[1,1'-biphenyl]-3-yl)methyl)phthalazin-1(2H)-one